(aminomethyl)-N-(3-fluorophenyl)-1H-pyrazole-5-amide NCN1N=CC=C1C(=O)NC1=CC(=CC=C1)F